(S)-2-((S)-2-(((1-(3-methoxybenzyl)cyclopropoxy)carbonyl)amino)-4-methylpentanamido)-3-((S)-2-oxopyrrolidin-3-yl)propanoic acid COC=1C=C(CC2(CC2)OC(=O)N[C@H](C(=O)N[C@H](C(=O)O)C[C@H]2C(NCC2)=O)CC(C)C)C=CC1